(S)-6-((4-((2-hydroxy-1-phenylethyl)amino)-5-(3-morpholino-1,2,4-oxadiazol-5-yl)pyridin-2-yl)amino)-1-isopropyl-2-methyl-1,2-dihydro-3H-indazol-3-one OC[C@H](C1=CC=CC=C1)NC1=CC(=NC=C1C1=NC(=NO1)N1CCOCC1)NC1=CC=C2C(N(N(C2=C1)C(C)C)C)=O